10-mesityl-10H-phenothiazine C1(=C(C(=CC(=C1)C)C)N1C2=CC=CC=C2SC=2C=CC=CC12)C